4-benzoyloxybenzoic acid C(C1=CC=CC=C1)(=O)OC1=CC=C(C(=O)O)C=C1